BrC1=CC=2C(N(CCC2S1)C(C(=O)OC(C)(C)C)C)=O tert-Butyl 2-(2-bromo-4-oxo-6,7-dihydrothieno[3,2-c]pyridin-5(4H)-yl)propionate